FC(C=1C=C(CC2=NC=CC(=C2)N2N=C(C=3C(NCCC32)=O)C)C=C(C1)F)F 1-(2-(3-(difluoromethyl)-5-fluorobenzyl)pyridin-4-yl)-3-methyl-1,5,6,7-tetrahydro-4H-pyrazolo[4,3-c]pyridin-4-one